4-(2-hydroxyethoxy)phenyl-(2-hydroxy-2-propyl) ketone OCCOC1=CC=C(C=C1)CC(C)(O)C(=O)C(C)(CC1=CC=C(C=C1)OCCO)O